2-((3-(3,4-dihydroxyphenyl)propanoyl)oxy)-2-phenylacetic acid OC=1C=C(C=CC1O)CCC(=O)OC(C(=O)O)C1=CC=CC=C1